C(C)NC([C@@H](N)CC(=O)N)=O n-ethylaspartamide